1H-imidazol-1-yl (1,3-dioxoisoindolin-2-yl)(2-(methylthio)ethyl)carbamate O=C1N(C(C2=CC=CC=C12)=O)N(C(ON1C=NC=C1)=O)CCSC